4-(5-(1-phenyl-1H-pyrazol-3-yl)-2-(pyridin-4-yl)pyrazolo[1,5-a]pyrimidin-7-yl)morpholine C1(=CC=CC=C1)N1N=C(C=C1)C1=NC=2N(C(=C1)N1CCOCC1)N=C(C2)C2=CC=NC=C2